C(C1=CC=CC=C1)OC(=O)N(CC[C@H]1N(CCC1)C(=O)[O-])C (S)-2-(2-(((benzyloxy)carbonyl)(methyl)amino)ethyl)pyrrolidine-1-carboxylate